C(C1=CC=CC=C1)(=O)ON=NC1=CC=C(C=C1)OCCCl ((4-(2-chloroethoxy) phenyl) diazenyl) benzoate